(S)-N-((S)-1-(6-bromo-5-fluoro-1-(oxetan-3-yl)-1H-indol-3-yl)-2,2-difluoroethyl)-2-methylpropane-2-sulfinamide BrC1=C(C=C2C(=CN(C2=C1)C1COC1)[C@@H](C(F)F)N[S@@](=O)C(C)(C)C)F